C(C)OC(C(C(=O)OCC)(CC1=CC=C(C=C1)N1C(CN(CC1)C)=O)OC[C@@H]1C([C@@H]2[C@@H](OC(O2)(C)C)O1)(C#C)OC(C)=O)=O 2-(((3ar,5r,6ar)-6-acetoxy-6-ethynyl-2,2-dimethyltetrahydrofurano[2,3-d][1,3]dioxol-5-yl)methoxy)-2-(4-(4-methyl-2-oxopiperazin-1-yl)benzyl)-malonic acid diethyl ester